COC=CC propenyl methyl ether